2-(2-((5-chloro-2-(1H-tetrazol-1-yl) phenyl) amino)-2-oxoacetylamino)-3-(4-(4-((methylsulfonyl) carbamoyl) piperidine-1-carboxamido) phenylpropionamido)-1H-indole-2-carboxylate ClC=1C=CC(=C(C1)NC(C(=O)NC1(NC2=CC=CC=C2C1NC(CCC1=CC=C(C=C1)NC(=O)N1CCC(CC1)C(NS(=O)(=O)C)=O)=O)C(=O)[O-])=O)N1N=NN=C1